[(5R)-4,5,6,7-tetrahydro-3H-benzimidazol-5-yl]methanone N1=CNC2=C1CC[C@H](C2)C=O